Selenolothiophen S1C=CC2=C1C=C[Se]2